FC1(CC2(C1)CN(CC2)C2=NC=CC1=C2N=C(N=C1)SC)F 8-(2,2-difluoro-6-azaspiro[3.4]octan-6-yl)-2-(methylthio)pyrido[3,4-d]pyrimidine